(1S,3S)-3-((6-(5-(((5-isobutyl-1,3,4-thiadiazol-2-yl)amino)methyl)-1-methyl-1H-1,2,3-triazol-4-yl)-2-methylpyridin-3-yl)oxy)cyclohexanecarboxylic acid C(C(C)C)C1=NN=C(S1)NCC1=C(N=NN1C)C1=CC=C(C(=N1)C)O[C@@H]1C[C@H](CCC1)C(=O)O